ClC1=C(C=C2C(=C(N(C2=C1F)C)C1=NNC(=N1)C(CN(C)C)OC)C=1C=NNC1)OC 2-(3-(6-chloro-7-fluoro-5-methoxy-1-methyl-3-(1H-pyrazol-4-yl)-1H-indol-2-yl)-1H-1,2,4-triazol-5-yl)-2-methoxy-N,N-dimethylethan-1-amine